CC=1C=C(OCCOC2=CC(=CC=C2)C)C=CC1 1,2-di(3-methyl-phenoxy)ethane